C(C)(C)(C)OC(N(C(C)(C)C)S(=O)(=O)C1=NC=CC(=C1)Br)=O (4-bromopyridin-2-yl)sulfonyl-(tert-butyl)carbamic acid tert-butyl ester